4-(1-carbamimidoyl-1,2,3,6-tetrahydro-pyridin-4-yl)-N-[4-(1-carbamimidoyl-1,2,3,6-tetrahydro-pyridin-4-yl)-3-fluoro-phenyl]-2-trifluoromethyl-benzamide C(N)(=N)N1CCC(=CC1)C1=CC(=C(C(=O)NC2=CC(=C(C=C2)C=2CCN(CC2)C(N)=N)F)C=C1)C(F)(F)F